COC(=O)C=1C(=NC=2N(C1)C=C(N2)C21COC(C2)(C1)C)OC1CC1 7-Cyclopropoxy-2-(1-methyl-2-oxabicyclo[2.1.1]hex-4-yl)imidazo[1,2-a]pyrimidine-6-carboxylic acid methyl ester